(3S,5S)-5-{2-[(3-cyano-4-fluorophenyl)amino]pyrimidin-5-yl}oxolan-3-yl N-[(2S)-butan-2-yl]carbamate C[C@@H](CC)NC(O[C@@H]1CO[C@@H](C1)C=1C=NC(=NC1)NC1=CC(=C(C=C1)F)C#N)=O